OC(CC(=O)[O-])C 3-Hydroxybutanoat